C1(CCC1)N(C(=O)NC(C(=O)O)CCN(CCCCC1=NC=2NCCCC2C=C1)CCOC1=CC=CC=C1)C 2-[[cyclobutyl(methyl)carbamoyl]amino]-4-[2-phenoxyethyl-[4-(5,6,7,8-tetrahydro-1,8-naphthyridin-2-yl)butyl]amino]butanoic acid